1-(4-(4-methylpiperazin-1-yl)-3-nitrophenyl)-1H-1,2,3-triazole-4-carboxylic acid CN1CCN(CC1)C1=C(C=C(C=C1)N1N=NC(=C1)C(=O)O)[N+](=O)[O-]